NC1CCC(CC1)C1=NN=C(S1)C=1C(=CC(=NC1)C1=CC=C2N1N=CC(=C2)C#N)NC 7-(5-(5-((1s,4s)-4-aminocyclohexyl)-1,3,4-thiadiazol-2-yl)-4-(methylamino)pyridin-2-yl)pyrrolo[1,2-b]pyridazine-3-carbonitrile